C(CC)OC(=O)C1C2C3C4C=CC(C3C(C1)C2)C4 9-n-propoxycarbonyltetracyclo[6.2.1.13,6.02,7]Dodeca-4-ene